2-(4,4-Difluoropiperidin-1-yl)-N-(4-methoxypyrimidin-2-yl)-5-(trifluoromethyl)nicotinamide FC1(CCN(CC1)C1=C(C(=O)NC2=NC=CC(=N2)OC)C=C(C=N1)C(F)(F)F)F